3-Bromo-1-(4-trifluoromethylphenyl)-5-isobutyl-1H-pyrazole BrC1=NN(C(=C1)CC(C)C)C1=CC=C(C=C1)C(F)(F)F